N=1C=C(N2C1C=CC=C2)C(=O)N2CC1=C(CC2)C(=CS1)C(=O)NC1=CC(=NN1C)CCC 6-(Imidazo[1,2-a]pyridin-3-carbonyl)-N-(1-methyl-3-propyl-1H-pyrazol-5-yl)-4,5,6,7-tetrahydrothieno[2,3-c]pyridin-3-carboxamid